benzyl (5S,8S,10aR)-5-((tert-butoxycarbonyl)amino)-8-(methyl(phenyl)carbamoyl)-6-oxooctahydropyrrolo[1,2-a][1,5]diazocine-3(4H)-carboxylate C(C)(C)(C)OC(=O)N[C@H]1CN(CC[C@@H]2N(C1=O)[C@@H](CC2)C(N(C2=CC=CC=C2)C)=O)C(=O)OCC2=CC=CC=C2